(3-methyloxetan-3-yl)(4-(5-(4,4,5,5-tetramethyl-1,3,2-dioxaborolan-2-yl)pyrimidin-2-yl)piperazin-1-yl)methanone CC1(COC1)C(=O)N1CCN(CC1)C1=NC=C(C=N1)B1OC(C(O1)(C)C)(C)C